C[Sn](C1=CC2=C(S1)C=1SC(=CC1C2=C(SC)SC)[Sn](C)(C)C)(C)C 2,6-bis(trimethylstannyl)-4-[bis(methylthio)methylene]-4H-cyclopenta[2,1-b:3,4-b']dithiophene